3-{[2,5-difluoro-3-(methylaminosulfonylamino)phenyl]methyl}-7-(3-pyridazinyloxy)-2H,3H-spiro[1,3-benzoxazine-4,1'-cyclobutan]-2-one FC1=C(C=C(C=C1NS(=O)(=O)NC)F)CN1C(OC2=C(C=CC(=C2)OC=2N=NC=CC2)C12CCC2)=O